N-(3-(4-(1,1-difluoroethyl)-5-methylthiazol-2-yl)-1H-pyrrolo[2,3-c]pyridin-5-yl)acetamide FC(C)(F)C=1N=C(SC1C)C1=CNC2=CN=C(C=C21)NC(C)=O